N-(4-(N,N-bis(4-methoxybenzyl)sulfamoyl)-2-(1,1-difluoroallyl)-2H-indazol-6-yl)-2-(2-chlorophenyl)acetamide COC1=CC=C(CN(S(=O)(=O)C=2C3=CN(N=C3C=C(C2)NC(CC2=C(C=CC=C2)Cl)=O)C(C=C)(F)F)CC2=CC=C(C=C2)OC)C=C1